(R)-4-amino-7-fluoro-N-((1'-methyl-3H-spiro[benzofuran-2,4'-piperidin]-5-yl)methyl)-N-(tetrahydrofuran-3-yl)-1,3-dihydrofuro[3,4-c]quinoline-8-carboxamide NC1=NC=2C=C(C(=CC2C2=C1COC2)C(=O)N([C@H]2COCC2)CC=2C=CC1=C(CC3(CCN(CC3)C)O1)C2)F